ClC1=NC=NC(=C1C=O)Cl 4,6-dichloro-5-pyrimidine-formaldehyde